C(C(=C)C)(=O)OC[SiH](OCCCOC(C(=C)C)=O)OCCC methacryloxymethylpropyloxy-methacryloxypropoxysilane